8-(3-methoxy-2,6-dimethylphenyl)-6-(1-methyl-1H-pyrazol-4-yl)-3-((2-(trimethylsilyl)ethoxy)methyl)pyrido[3,4-d]pyrimidin-4(3H)-one COC=1C(=C(C(=CC1)C)C1=NC(=CC2=C1N=CN(C2=O)COCC[Si](C)(C)C)C=2C=NN(C2)C)C